4-chloro-2-[(2E,4E)-5-[(1R,2R,3E,6R)-3-(hydroxyimino)-1,2,6-trimethylcyclohexyl]-3-methylpent-2,4-dien-1-yl]-3-methoxy-6-[(1E)-(methoxyimino)-methyl]-5-methylphenol ClC1=C(C(=C(C(=C1C)/C=N/OC)O)C\C=C(\C=C\[C@@]1([C@H](/C(/CC[C@H]1C)=N/O)C)C)/C)OC